5-Methyl-2-[5-(methylsulfonyl)-3,4'-bipyridin-2'-yl]-N-[(3S)-tetrahydrofuran-3-yl]-1H-imidazole-4-carboxamide trifluoroacetate salt FC(C(=O)O)(F)F.CC1=C(N=C(N1)C1=NC=CC(=C1)C=1C=NC=C(C1)S(=O)(=O)C)C(=O)N[C@@H]1COCC1